NC1=CC=C(C(=O)NC=2C=C(C=CC2O)C(C(F)(F)F)(C(F)(F)F)C2=CC(=C(C=C2)O)NC(C2=CC=C(C=C2)N)=O)C=C1 2,2-bis[3-(4-aminobenzamido)-4-hydroxyphenyl]hexafluoropropane